5-hydroxy-7,8-dimethoxyflavone OC1=C2C(C=C(OC2=C(C(=C1)OC)OC)C1=CC=CC=C1)=O